4-(ethoxycarbonyl)-1-(2-(isoxazol-3-ylamino)-2-oxoethyl)-1-(2-((2-(methoxycarbonyl)-4-methylthiophen-3-yl)amino)-2-oxoethyl)piperazin-1-ium C(C)OC(=O)N1CC[N+](CC1)(CC(=O)NC1=C(SC=C1C)C(=O)OC)CC(=O)NC1=NOC=C1